O1CCN(CC1)C1=NC(=C2N=CN(C2=N1)CC(C1=NC=CC=C1)=O)N1N=C(C=C1)C(=O)NC=1C=C(C=CC1)C 1-(2-morpholino-9-(2-oxo-2-(pyridin-2-yl)ethyl)-9H-purin-6-yl)-N-(m-tolyl)-1H-pyrazole-3-carboxamide